(S)-2-{[6-ethyl-2-(3-((2-(3-hydroxyazetidin-1-yl)-2-oxoethyl)(methyl)amino)piperidin-1-yl)imidazo[2,1-b][1,3,4]thiadiazol-5-yl](methyl)amino}-4-(4-fluorophenyl)thiazole-5-carbonitrile C(C)C=1N=C2SC(=NN2C1N(C=1SC(=C(N1)C1=CC=C(C=C1)F)C#N)C)N1C[C@H](CCC1)N(C)CC(=O)N1CC(C1)O